FC1=CC=C(C=N1)NC1=NC(=CC=C1[N+](=O)[O-])C1=CC=CC=C1 N-(6-fluoropyridin-3-yl)-3-nitro-6-phenylpyridin-2-amine